FC1=C2C(=CNC2=CC=C1)C=1C=C(SC1)C(CCC(=O)O)=O 4-(4-(4-fluoro-1H-indol-3-yl)thiophen-2-yl)-4-oxobutanoic acid